dithioimino carbonate C1(OSSNO1)=O